3-((S)-3-((R)-8-(4'-(aminomethyl)biphenyl-3-ylsulfonyl)-1-oxa-8-azaspiro[4.5]decan-3-ylamino)-2-hydroxypropoxy)-N-methylbenzenesulfonamide NCC1=CC=C(C=C1)C1=CC(=CC=C1)S(=O)(=O)N1CCC2(C[C@H](CO2)NC[C@@H](COC=2C=C(C=CC2)S(=O)(=O)NC)O)CC1